ClC=1C=C(OC=2C=NC=3CCN(CC3C2)C=2C(=C(C=3N(N2)C=NN3)C)C)C=CC1OC 3-(3-chloro-4-methoxy-phenoxy)-6-(7,8-dimethyl-[1,2,4]triazolo[4,3-b]pyridazin-6-yl)-7,8-dihydro-5H-1,6-naphthyridine